CN1C(C(=C(C2=CC(=C(C=C12)OC1COCC1)C(=C)C(F)(F)F)N1CCC(CC1)C=1OC2=C(N1)C=C(C=C2)C)C#N)=O 1-Methyl-4-[4-(5-methyl-1,3-benzoxazol-2-yl)piperidin-1-yl]-2-oxo-7-[(oxolan-3-yl)oxy]-6-(3,3,3-trifluoroprop-1-en-2-yl)-1,2-dihydroquinoline-3-carbonitrile